S1C(=CC=C1)CC(C(=O)O)O thiollactic acid